COC=1C=C(C=CC1)C1=CC(=NN1CC1=C(C=CC=C1)OC(C)C)C(=O)OC Methyl 5-(3-methoxyphenyl)-1-[[2-(propan-2-yloxy)-phenyl]methyl]-1H-pyrazole-3-carboxylate